7-(trifluoromethyl)-1H-imidazo[1,2-a]Pyrimidine-5-one FC(C=1N=C2N(C(C1)=O)C=CN2)(F)F